1-(4-((R)-2-((tert-butyldimethylsilyl)oxy)propoxy)-6-((R)-3-methoxytetrahydrofuran-3-yl)pyridin-2-yl)-6-chloro-3-methyl-1H-pyrazolo[4,3-c]pyridine [Si](C)(C)(C(C)(C)C)O[C@@H](COC1=CC(=NC(=C1)[C@]1(COCC1)OC)N1N=C(C=2C=NC(=CC21)Cl)C)C